(1S,3R,6R)-6-CHLORO-3,4-DIHYDRO-2H,9'H,15'H-SPIRO[NAPHTHALENE-1,22'-[20]OXA[13]THIA[1,8,14]TRIAZATETRACYCLO[14.7.2.03,6.019,24]PENTACOSA[16,18,24]TRIENE]-9',15'-DIONE 13',13'-DIOXIDE ClC=1C=C2CCC[C@]3(COC4=CC=C5C(NS(CCCC(NCC6CCC6CN(C3)C4=C5)=O)(=O)=O)=O)C2=CC1